methyl ((1R,3R)-3-((5-carbamoyl-3-(1-isopropyl-1H-indazol-5-yl)-2-(1-methyl-1H-pyrazol-4-yl)-1-(phenylsulfonyl)-1H-pyrrolo[2,3-b]pyridin-4-yl)amino)cyclopentyl)carbamate C(N)(=O)C=1C(=C2C(=NC1)N(C(=C2C=2C=C1C=NN(C1=CC2)C(C)C)C=2C=NN(C2)C)S(=O)(=O)C2=CC=CC=C2)N[C@H]2C[C@@H](CC2)NC(OC)=O